CO[C@H]1[C@@H](O[C@@H]([C@H]1O)CO)N1C=NC=2C(=O)NC(N)=NC12 O-methylguanosine